NC1=NC(=CC(=N1)N1CCC2(C[C@H](NC2)C(=O)OCC)CC1)O[C@@H](C(F)(F)F)C1=C(C=CC(=C1)CCC)C1=CC(=CC=C1)S(=O)(=O)C (S)-ethyl 8-(2-amino-6-((R)-2,2,2-trifluoro-1-(3'-(methylsulfonyl)-4-propyl-[1,1'-biphenyl]-2-yl)ethoxy)pyrimidin-4-yl)-2,8-diazaspiro[4.5]decane-3-carboxylate